CC1=C(N=C(N1)CCO)C dimethyl-imidazole-ethanol